ClC=1C=C(C=2C[C@H](CC2C1)NC=1N=CC2=C(N1)CN(C2=O)CC2(CC2)O)C#N (S)-6-chloro-2-((6-((1-hydroxycyclopropyl)methyl)-5-oxo-6,7-dihydro-5H-pyrrolo[3,4-d]pyrimidin-2-yl)amino)-2,3-dihydro-1H-indene-4-carbonitrile